methylenebis(2-carbamoyl-4,4-dimethyl-5,6-dihydro-4H-1,3-oxazine) C(C1C(N=C(OC1)C(N)=O)(C)C)C1C(N=C(OC1)C(N)=O)(C)C